Trans-2-(1,3-dithian-2-yl)-3-(4-fluorophenyl)-4-phenylcyclobut-2-ene-1-carboxylic acid methyl ester COC(=O)[C@@H]1C(=C([C@H]1C1=CC=CC=C1)C1=CC=C(C=C1)F)C1SCCCS1